tert-butyl 3-(2,5-dioxo-4-pyrazin-2-yl-imidazolidin-4-yl)propanoate O=C1NC(C(N1)(C1=NC=CN=C1)CCC(=O)OC(C)(C)C)=O